5-(6-methoxypyridin-2-yl)-N-((1-phenylethyl)sulfonyl)-4H-1,2,4-triazole-3-carboxamide COC1=CC=CC(=N1)C=1NC(=NN1)C(=O)NS(=O)(=O)C(C)C1=CC=CC=C1